4-{[6-(5-chloro-2-fluorophenyl)pyridazin-4-yl]amino}-N-[2-(4-methylpiperazin-1-yl)ethyl]-1H-pyrrolo[2,3-b]pyridine-3-carboxamide ClC=1C=CC(=C(C1)C1=CC(=CN=N1)NC1=C2C(=NC=C1)NC=C2C(=O)NCCN2CCN(CC2)C)F